(4-(2-chloroacetamido)-2-(difluoromethoxy)-6-fluorophenyl)-3-(1-methyl-1H-pyrazol-4-yl)-1H-pyrazolo[3,4-c]pyridine-1-carboxylic acid tert-butyl ester C(C)(C)(C)OC(=O)N1N=C(C=2C1=CN=CC2C2=C(C=C(C=C2F)NC(CCl)=O)OC(F)F)C=2C=NN(C2)C